ClC=1C=CC(=C(C1)NC(C(=O)N[C@H](C(=O)NC=1C=C2C=C(NC2=CC1)C(=O)OCC)CC1=CC=CC=C1)=O)N1N=NN=C1 Ethyl (S)-5-(2-(2-((5-chloro-2-(1H-tetrazol-1-yl) phenyl) amino)-2-oxoacetamido)-3-phenylpropionamido)-1H-indole-2-carboxylate